6-isopropylpicolinic acid C(C)(C)C1=CC=CC(=N1)C(=O)O